ClC1=C(N(C=C1)C)C1=NN=C(S1)NC(=O)C1=CC(=C(C(O1)=O)OC)N[C@H]1[C@H](CC1)O N-(5-(3-chloro-1-methyl-1H-pyrrol-2-yl)-1,3,4-thiadiazol-2-yl)-4-(((1R,2S)-2-hydroxycyclobutyl)amino)-3-methoxy-2-oxo-2H-pyran-6-carboxamide